ClC=1C(=C(C=CC1)NC1=C(C(=O)O)C=C(C=N1)C(F)(F)F)C 2-((3-chloro-2-methylphenyl)amino)-5-(trifluoromethyl)nicotinic acid